N1=CC(=CC=C1)OC1=CC=C(C=C1)N1C2=C(SC=3N=CC=C(NC1)C32)C(=O)N (4-(pyridin-3-yloxy)phenyl)-4,5-dihydro-3H-1-thia-3,5,8-triazaacenaphthylene-2-carboxamide